2,2-Difluoro-6-(1-methyl-1H-pyrazol-4-yl)-7-azaspiro[3.5]nonane FC1(CC2(C1)CC(NCC2)C=2C=NN(C2)C)F